1,7-phenanthroline N1=CC=CC2=CC=C3N=CC=CC3=C12